C1(CC12CCNCC2)C(=O)OC methyl 6-azaspiro[2.5]octane-1-carboxylate